C(C)(=O)N[C@@H](C(C)C)C(=O)O acetyl-L-valine